C(C1=CC=CC=C1)(=O)OS(=O)(=O)ON1[C@@H]2CC[C@H](N(C1=O)C2)C(NCOC(CC)=O)=O ((((2s,5r)-7-oxo-2-(((propionyloxy) methyl) carbamoyl)-1,6-diazabicyclo[3.2.1]oct-6-yl) oxy) sulfonyl) benzoate